N[C@@H]1CN(CC1)C1=C(C=CC=C1C(=O)N[C@@H](C=1NC2=CC=CC=C2C1)C1=C(C=CC(=C1)F)O)C1=CC=CC=C1 ((S)-3-aminopyrrolidin-1-yl)-N-((R)-(5-fluoro-2-hydroxyphenyl)(1H-indol-2-yl)methyl)-[1,1'-biphenyl]-3-carboxamide